O1C(OCCC1)CCBr (2-(1,3-dioxan-2-yl)ethyl) bromide